2,6-Dichloro-9-isopropylisoxazolo[5,4-h]quinazoline ClC1=NC2=C3C(=C(C=C2C=N1)Cl)ON=C3C(C)C